Trichlorodisilane [Si][Si](Cl)(Cl)Cl